FC1=C(C=C(C=C1)NC(OC1=CC=CC=C1)=O)C#CC=1C=NN(C1)C phenyl (4-fluoro-3-((1-methyl-1H-pyrazol-4-yl)ethynyl)phenyl)carbamate